(R)-N-(1-(3,4-difluorophenyl)-2-(piperazin-1-yl)ethyl)-6-isopropoxypyridine-3-sulfonamide FC=1C=C(C=CC1F)[C@H](CN1CCNCC1)NS(=O)(=O)C=1C=NC(=CC1)OC(C)C